5-Amino-1-isopropyl-3-(4-(2-oxo-2-((3-(2-(trifluoromethyl)spiro[3.3]heptan-2-yl)isoxazol-5-yl)amino)ethyl)phenyl)-1H-pyrazole-4-carboxamide NC1=C(C(=NN1C(C)C)C1=CC=C(C=C1)CC(NC1=CC(=NO1)C1(CC2(C1)CCC2)C(F)(F)F)=O)C(=O)N